4-(5-((4-(3,5-dichlorophenyl)-6-(hydroxymethyl)pyrimidin-2-yl)oxy)pyridin-2-yl)piperazine-1-carboxylic acid tert-butyl ester C(C)(C)(C)OC(=O)N1CCN(CC1)C1=NC=C(C=C1)OC1=NC(=CC(=N1)C1=CC(=CC(=C1)Cl)Cl)CO